FC=1C=C2C=C(C(NC2=CC1)=O)CC(N1[C@@H]2C3=C([C@H](CC1)C2)C=CC=C3)=O 6-fluoro-3-(2-oxo-2-((1S,5R)-1,3,4,5-tetrahydro-2H-1,5-methanobenzo[c]azepin-2-yl)ethyl)quinolin-2(1H)-one